NC1=C(C(=O)NCC2=C(C=CC=C2)OCC2CCC2)C=C(C=N1)C1=CC=2N(C=C1)N=C(N2)N 2-amino-5-(2-amino-[1,2,4]triazolo[1,5-a]pyridin-7-yl)-N-(2-(cyclobutylmethoxy)benzyl)nicotinamide